FC=1C=C(C=C(C1OC1=C2C(=NC=C1)NC=C2CCOC(F)(F)F)F)NC(=O)NCC2(COC2)F N-[3,5-difluoro-4-({3-[2-(trifluoromethoxy)ethyl]-1H-pyrrolo[2,3-b]pyridin-4-yl}oxy)phenyl]-N'-[(3-fluorooxetan-3-yl)methyl]urea